C(=O)C1=CC=C(C(=O)OCC(=O)[C@]2(CC[C@H]3[C@@H]4CCC5=CC(CCC5(C4=CCC23C)C)=O)O)C=C1 2-((8S,14S,17R)-17-hydroxy-10,13-dimethyl-3-oxo-2,3,6,7,8,10,12,13,14,15,16,17-dodecahydro-1H-cyclopenta[a]phenanthren-17-yl)-2-oxoethyl 4-formylbenzoate